C1(CCCCC1)C1=NN(C=C1)C=1C(=CC(=C(O\C(\C(=O)OC)=C/OC)C1)C)F methyl (Z)-2-[5-(3-cyclohexylpyrazol-1-yl)-4-fluoro-2-methyl-phenoxy]-3-methoxy-prop-2-enoate